4-((2s,3s,4s,5r,6s)-4,5-bis(benzyloxy)-3-hydroxy-6-methoxytetrahydro-2H-pyran-2-yl)benzoic acid methyl ester COC(C1=CC=C(C=C1)[C@@H]1O[C@@H]([C@@H]([C@H]([C@H]1O)OCC1=CC=CC=C1)OCC1=CC=CC=C1)OC)=O